(6-(4-((4-(1H-pyrazol-4-yl)phenyl)amino)pyrimidin-2-yl)-1-methyl-1H-indol-2-yl)(3-hydroxy-3-(trifluoromethyl)azetidin-1-yl)methanone N1N=CC(=C1)C1=CC=C(C=C1)NC1=NC(=NC=C1)C1=CC=C2C=C(N(C2=C1)C)C(=O)N1CC(C1)(C(F)(F)F)O